ClC1=C(C=CC(=C1)Cl)C1(OCC(O1)CCC)CBr 2-(2,4-dichlorophenyl)-2-bromomethyl-4-propyl-1,3-dioxolane